ClC1=C(C(=O)O)C=C(C=C1[N+](=O)[O-])C(F)(F)F 2-chloro-3-nitro-5-(trifluoromethyl)benzoic acid